N-((1H-indol-5-yl)methyl)-5-(2-aminoacetamido)-2-methylbenzamide N1C=CC2=CC(=CC=C12)CNC(C1=C(C=CC(=C1)NC(CN)=O)C)=O